ClC1CCN(CC1)C(=O)C=1C=CC(=NC1)C=1C=C(C2=C(C=CO2)C1)C(F)(F)F 5-(5-(4-chloro-piperidine-1-carbonyl)pyridin-2-yl)-7-(trifluoro-methyl)benzofuran